1-(8-Methyl-3,5,6,7-tetrahydro-1H-2,4-diaza-s-indacen-2-yl)-2-(1-pyrimidin-5-yl-azetidin-3-yl)-ethanone CC=1C=2CCCC2N=C2CN(CC12)C(CC1CN(C1)C=1C=NC=NC1)=O